CC1C[C@@H](CNC1)C1=C2C=CC=NC2=CC=C1 5-((R)-5-methyl-piperidin-3-yl)-quinolin